2-(1-methylethyl)-4-[[4-[5-(trifluoromethyl)-2-pyridinyl]-1-piperazinyl]carbonyl]-1(2H)-phthalazinone CC(C)N1C(C2=CC=CC=C2C(=N1)C(=O)N1CCN(CC1)C1=NC=C(C=C1)C(F)(F)F)=O